FC=1C=C(C=C2CC(CC12)C=O)C1(CC1)C(=O)N (7-fluoro-2-formyl-indan-5-yl)cyclopropanecarboxamide